4-(1,2,4,5-tetrazin-3-yl)phenylmethylamine hydrochloride Cl.N1=NC(=NN=C1)C1=CC=C(C=C1)CN